3-chloro-4-[[1-(4-piperidyl)pyrazol-3-yl]oxymethyl]benzonitrile ClC=1C=C(C#N)C=CC1COC1=NN(C=C1)C1CCNCC1